C(C(C)C)[C@@H]1N(S(OC1)(=O)=O)C(=O)OCCCC butyl (S)-4-isobutyl-1,2,3-oxathiazolidine-3-carboxylate 2,2-dioxide